ClC=1C=CC(=NC1)S(=O)(=O)N1C[C@@H](C(C1)=C)OC1=CC(=C(C=C1)C#N)F (R)-4-((1-((5-chloropyridin-2-yl)sulfonyl)-4-methylenepyrrolidin-3-yl)oxy)-2-fluorobenzeneNitrile